OC1=C(C=CC=C1C1=CC=CC=C1)C1=C(C(=CC=C1)C1=CC=CC=C1)O 2,2'-dihydroxy-3,3'-diphenyl-biphenyl